[5-(1-[(2E)-2-(aminomethyl)-3-fluoroprop-2-en-1-yl]-5-oxo-1,5-dihydro-4H-1,2,4-triazol-4-ylmethyl)thiophen-2-yl]-1,3-benzoxazol-2(3H)-one hydrochloride Cl.NC/C(/CN1N=CN(C1=O)CC1=CC=C(S1)N1C(OC2=C1C=CC=C2)=O)=C\F